C(C1=CC=CC=C1)OC1=NC=C(C=N1)B(O)O 2-(BENZYLOXY)PYRIMIDIN-5-YLBORONIC ACID